(adamantan-1-yl)ethan-1-amine HCl salt Cl.C12(CC3CC(CC(C1)C3)C2)C(C)N